dimyristyl sebacate C(CCCCCCCCC(=O)OCCCCCCCCCCCCCC)(=O)OCCCCCCCCCCCCCC